3-(3-methyl-1-oxo-5-(4,4,5,5-tetramethyl-1,3,2-dioxaborolan-2-yl)isoindolin-2-yl)piperidine-2,6-dione CC1N(C(C2=CC=C(C=C12)B1OC(C(O1)(C)C)(C)C)=O)C1C(NC(CC1)=O)=O